Aminopropyl-1,3-propanediamine NCCCC(CCN)N